[Cl-].[Cl-].CC1=C(C(=C(C1([Ti+3])C)C)C)C.CC1=C(C(=C(C1([Ti+3])C)C)C)C bispentamethylcyclopentadienyltitanium dichloride